3-(tert-butyl)-1-(4-chlorophenyl)-1H-pyrazol-5-amine C(C)(C)(C)C1=NN(C(=C1)N)C1=CC=C(C=C1)Cl